3-methyl-1-[4-(4,5-dioxaborolan-2-yl)phenoxy]propan-2-ol CCC(COC1=CC=C(C=C1)C1BOOC1)O